But-3-yn-1-yl {6-[({[(Z)-(1-methyl-1H-tetrazol-5-yl)(phenyl)methylene]amino}oxy)methyl]pyridin-2-yl}carbamat CN1N=NN=C1\C(\C1=CC=CC=C1)=N/OCC1=CC=CC(=N1)NC(OCCC#C)=O